C1N(CC12CCNCC2)C2=CC=C(N=N2)N2C(C1=CC(=C(C=C1C2)F)C=2C(=NN(C2)C)C)=O 2-(6-(2,7-diazaspiro[3.5]nonan-2-yl)pyridazin-3-yl)-6-(1,3-dimethyl-1H-pyrazol-4-yl)-5-fluoroisoindolin-1-one